N1=C(N=CC=C1)N1N=CN=C1[C@H](C)NC(N)=O 3-[(1S)-1-(2-pyrimidin-2-yl-1,2,4-triazol-3-yl)ethyl]urea